OCCCNCCCCCCOC(C(CCCCCCCC)CCCCCC)=O.C(CCCCC)C(C(=O)OCCCCCCNCCCO)CCCCCCCC 6-((3-hydroxypropyl)amino)hexyl 2-hexyldecanoate 6-((3-hydroxypropyl)amino)hexyl-2-hexyldecanoate